FC(C=1C=C(C=C(C1)C(F)(F)F)[B-](C1=CC(=CC(=C1)C(F)(F)F)C(F)(F)F)(C1=CC(=CC(=C1)C(F)(F)F)C(F)(F)F)C1=CC(=CC(=C1)C(F)(F)F)C(F)(F)F)(F)F.C(CCC)[NH+](CCCC)CCCC tri(n-butyl)-ammonium tetrakis[3,5-bis(trifluoromethyl)phenyl]borate